4-(7-bromoquinoxalin-2-yl)-3-cyclopropyl-1H-pyrazole-1-carboxylic acid tert-butyl ester C(C)(C)(C)OC(=O)N1N=C(C(=C1)C1=NC2=CC(=CC=C2N=C1)Br)C1CC1